7-fluoro-1-methyl-4-(piperidin-4-yl)-1,4-dihydropyrido[2,3-b]Pyrazine FC1=CC2=C(N(C=CN2C)C2CCNCC2)N=C1